C[SiH2]O methylsilanol